ClC=1C2=C(N=CN1)NC(=C2)C2=CC=C(C=C2)N2CCS(CC2)(=O)=O 4-(4-(4-chloro-7H-pyrrolo[2,3-d]pyrimidin-6-yl)phenyl)thiomorpholine-1,1-dioxide